CN(C=1C=CC(=C(C1)N1/C(/SCC1=O)=N/C(=O)NC1=C(C=C(C=C1)C1=NN(C=N1)C1=CC=C(C=C1)OC(F)(F)F)F)OCC)C (Z)-1-(3-(5-(dimethylamino)-2-ethoxyphenyl)-4-oxothiazolidin-2-ylidene)-3-(2-fluoro-4-(1-(4-(trifluoromethoxy)phenyl)-1H-1,2,4-triazol-3-yl)phenyl)urea